C(C)OC([O-])C ethoxy(ethoxide)